C(C1=CC=CC=C1)OCC=1[C@H]2C[C@@H]([C@@H](C1)O2)C#N |r| rac-(1R,2R,4R)-5-((benzyloxy)methyl)-7-oxabicyclo[2.2.1]hept-5-ene-2-carbonitrile